CC(=O)NCC1=NC=CN=C1 N-(pyrazin-2-ylmethyl)acetamide